3,4,5-tri(benzyloxy)-6-methyltetrahydro-2H-pyran C(C1=CC=CC=C1)OC1COC(C(C1OCC1=CC=CC=C1)OCC1=CC=CC=C1)C